FC(S(=O)(=O)OC1=CC(=C(C=C1)C=1C=2N(C=C(C1)C=1C=NN(C1)C)N=CC2C#N)F)(F)F 4-(3-cyano-6-(1-methyl-1H-pyrazol-4-yl)pyrazolo[1,5-a]pyridin-4-yl)-3-fluorophenyl trifluoromethanesulfonate